5-chloro-2-isopropylbenzene ClC=1C=CC(=CC1)C(C)C